N-(8-(4,4-difluoropiperidin-1-yl)-3-methoxypyrido[3,4-c]pyridazin-6-yl)-4-iodo-2-(6-Azaspiro[2.5]octane-6-yl)benzamide FC1(CCN(CC1)C1=NC(=CC2=C1N=NC(=C2)OC)NC(C2=C(C=C(C=C2)I)N2CCC1(CC1)CC2)=O)F